ClC1=CC=C(C=C1)CCC(C(C)(C)C)(O)CN1N=CN=C1 1-(4-chlorophenyl)-3-(1H-1,2,4-triazol-1-ylmethyl)-4,4-dimethyl-3-pentanol